(4-methylbenzenesulfinyl)-4-methylaniline CC1=CC=C(C=C1)S(=O)NC1=CC=C(C=C1)C